C(C(=C)C)(=O)O.C(C(=C)C)(=O)O.C(CC)OC1=C(O)C=CC(=C1)C(C)(C)C1=CC=C(C=C1)O propoxybisphenol a dimethacrylate